O1CC(CCC1)C(=O)N1CCC(CC1)NC(=O)NC1=CC=C(C=C1)OC(F)(F)F 1-(1-(tetrahydro-2H-pyran-3-carbonyl)piperidin-4-yl)-3-(4-(trifluoromethoxy)phenyl)urea